NC1=NC(=NC=C1C=O)OC 4-AMINO-2-METHOXY-5-PYRIMIDINECARBOXALDEHYDE